FC1=C(C=CC(=C1)N1CCC(CC1)C(F)(F)F)NC=1C=CC2=C(OCC(N2)=O)C1 7-((2-fluoro-4-(4-(trifluoromethyl)piperidin-1-yl)phenyl)amino)-2H-benzo[b][1,4]oxazin-3(4H)-one